7-((3aS,4S,6aR)-6-(((tert-butyldiphenylsilyl)oxy)methyl)-5-iodo-2,2-dimethyl-3a,6a-dihydro-4H-cyclopenta[d][1,3]dioxol-4-yl)-4-chloro-7H-pyrrolo[2,3-d]pyrimidine [Si](C1=CC=CC=C1)(C1=CC=CC=C1)(C(C)(C)C)OCC1=C([C@H]([C@H]2[C@@H]1OC(O2)(C)C)N2C=CC1=C2N=CN=C1Cl)I